5,6-diethoxybicyclo[2.2.1]hept-2-ene C(C)OC1C2C=CC(C1OCC)C2